NC1=C(C=CC=C1)NS(=O)(=O)C1=CC=C(C=C1)F N-(2-aminophenyl)-4-fluorobenzenesulfonamide